5-(methylsulfonyl)furan-2-carboxylic acid CS(=O)(=O)C1=CC=C(O1)C(=O)O